N-(2,6-dimethylbenzoyl)-N'-(3,4-dichlorophenyl)urea CC1=C(C(=O)NC(=O)NC2=CC(=C(C=C2)Cl)Cl)C(=CC=C1)C